CC1([C@H]2CCC([C@@H]1C2)CCCCCCCCCCC(=O)O)C 11-((1S,5S)-6,6-dimethylbicyclo[3.1.1]heptan-2-yl)undecanoic acid